(S)-1-(3-((1,8-diazaspiro[4.5]decan-1-yl)methyl)-5-(trifluoromethyl)phenyl)piperidine-2-carboxylic acid N1(CCCC12CCNCC2)CC=2C=C(C=C(C2)C(F)(F)F)N2[C@@H](CCCC2)C(=O)O